C(C)(=O)C=1C=C(C=C2C(C(=C(OC12)C=1C=CC=2N(C1)N=CC2)C)=O)C 8-acetyl-3,6-dimethyl-2-pyrazolo[1,5-a]pyridin-6-yl-chromen-4-one